C1C(CC2=CC=CC=C12)NC1=NC=C(C=N1)C=1C=C(C=CC1)[C@@H](C)NC(=O)C1=CC2=C(NC(O2)=O)C=C1 (R)-N-(1-(3-(2-((2,3-dihydro-1H-inden-2-yl)amino)pyrimidin-5-yl)phenyl)ethyl)-2-oxo-2,3-dihydrobenzo[d]oxazole-6-carboxamide